1-(5-(aminomethyl)thiophen-2-yl)-2-((1-cyclopropyl-6-(trifluoromethyl)-1H-pyrazolo[3,4-d]pyrimidin-4-yl)thio)ethan-1-one hydrochloride Cl.NCC1=CC=C(S1)C(CSC1=C2C(=NC(=N1)C(F)(F)F)N(N=C2)C2CC2)=O